C(CCC)C=1C=C2C(=CC(=NC2=CC1)OCC(=O)O)C1=CC(=CC=C1)C#N 2-{[6-butyl-4-(3-cyanophenyl)quinolin-2-yl]oxy}acetic acid